ClC1=CC2=C(N=N1)N(C=C2)COCC[Si](C)(C)C 3-chloro-7-[[2-(trimethylsilyl)ethoxy]methyl]-pyrrolo[2,3-c]pyridazine